2-Chloro-3-fluoro-4-[2-[5-methyl-1-(6-methyl-3-pyridyl)imidazol-4-yl]ethynyl]pyridine ClC1=NC=CC(=C1F)C#CC=1N=CN(C1C)C=1C=NC(=CC1)C